BrC=1C(=CC(=C(C1)C(CNC(OC(C)(C)C)=O)(CO)C)OC)[N+](=O)[O-] tert-Butyl N-[2-(5-bromo-2-methoxy-4-nitro-phenyl)-3-hydroxy-2-methyl-propyl]carbamate